4-Benzyl 1-tert-butyl (2R)-2-(1-hydroxyethyl)Piperazine-1,4-dicarboxylate OC(C)[C@@H]1N(CCN(C1)C(=O)OCC1=CC=CC=C1)C(=O)OC(C)(C)C